3,3,3-trideuterio-2-imidazo[1,2-a]pyridin-7-yl-2-(trideuteriomethyl)propanenitrile [2H]C(C(C#N)(C([2H])([2H])[2H])C1=CC=2N(C=C1)C=CN2)([2H])[2H]